FC1=CC=C(CN2C[C@@H](C[C@H](C2)C2=CC=C(C=C2)C(F)(F)F)CC(=O)O)C=C1 2-((3S,5S)-1-(4-fluorobenzyl)-5-(4-(trifluoromethyl)phenyl)piperidin-3-yl)acetic acid